6-Bromo-2-methyl-7-(trifluoromethyl)pyrido[2,3-d]pyrimidin-4(3H)-one BrC1=CC2=C(N=C(NC2=O)C)N=C1C(F)(F)F